FC=1C=C2C(N(C(NC2=CC1)=S)CCN1CCN(CC1)C)=O 6-Fluoro-3-(2-(4-methylpiperazin-1-yl)ethyl)-2-thioxo-2,3-dihydroquinazolin-4(1H)-one